(2S,3S,4R,5R)-5-(2-(5-chloropyridin-3-yl)-6-(((4-(trifluoromethyl)pyridin-2-yl)methyl)amino)-9H-purin-9-yl)-3,4-dihydroxyl-N-methoxytetrahydrofuran-2-formamide ClC=1C=C(C=NC1)C1=NC(=C2N=CN(C2=N1)[C@H]1[C@@H]([C@@H]([C@H](O1)C(=O)NOC)O)O)NCC1=NC=CC(=C1)C(F)(F)F